ClC(COC(=O)C1=NN(C2=CC=CC(=C2C1=O)S(=O)(=O)C)C1=CC=C(C=C1)OC(F)(F)F)=C 5-methylsulfonyl-4-oxo-1-[4-(trifluoromethoxy)phenyl]cinnoline-3-carboxylic acid 2-chloroallyl ester